FC(C1=CC2=CC(=CC=C2C=C1)C(N[C@H]1CCCC[C@@H]2N(C1=O)[C@@H](CC2)C(=O)N2CC(CC2)C2=CC(N(C=C2)C)=O)=O)P(O)(O)=O (fluoro(7-(((3S,6S,10aS)-3-(3-(1-methyl-2-oxo-1,2-dihydropyridin-4-yl)pyrrolidine-1-carbonyl)-5-oxodecahydropyrrolo[1,2-a]azocin-6-yl)carbamoyl)naphthalen-2-yl)methyl)phosphonic acid